FC=1C=C(CN2C(=NC3=NC=C(C=C32)N3C=CC=2C3=NC(=CN2)C=2C=NN(C2)CC=2C=NC=CC2)C)C=C(C1)F 1-(3,5-difluorobenzyl)-2-methyl-6-(3-(1-(pyridin-3-ylmethyl)-1H-pyrazol-4-yl)-5H-pyrrolo[2,3-b]pyrazin-5-yl)-1H-imidazo[4,5-b]pyridine